FC(COC1=CC=C(C=C1)C1CCNCC1)(F)F 4-[4-(2,2,2-trifluoroethoxy)phenyl]piperidine